ethyl 2-diazo-4-(4-fluorophenyl)-3-oxobutyrate [N+](=[N-])=C(C(=O)OCC)C(CC1=CC=C(C=C1)F)=O